5-bromo-1-(naphthalen-2-ylmethyl)-1H-indazole-7-carboxylic acid BrC=1C=C2C=NN(C2=C(C1)C(=O)O)CC1=CC2=CC=CC=C2C=C1